1-(2-Bromophenyl)-5-methyl-N-(quinolin-2-yl)-1H-1,2,3-triazole-4-carboxamide BrC1=C(C=CC=C1)N1N=NC(=C1C)C(=O)NC1=NC2=CC=CC=C2C=C1